1-(2-morpholinylethyl)-2-oxo-6-(pyrimidin-4-yl)-N-(spiro[3.3]hept-2-yl)-1,2-dihydro-1,8-naphthyridine-3-carboxamide N1(CCOCC1)CCN1C(C(=CC2=CC(=CN=C12)C1=NC=NC=C1)C(=O)NC1CC2(C1)CCC2)=O